8-({1-[(2S)-2-amino-2-(1H-imidazol-4-yl)acetyl]azetidin-3-yl}oxy)-4,4-dihydroxy-5-oxa-4-boranuidabicyclo[4.4.0]deca-1(6),7,9-triene-7-carboxylic acid disodium salt [Na+].[Na+].N[C@H](C(=O)N1CC(C1)OC1=C(C=2O[B-](CCC2C=C1)(O)O)C(=O)O)C=1N=CNC1.N[C@H](C(=O)N1CC(C1)OC1=C(C=2O[B-](CCC2C=C1)(O)O)C(=O)O)C=1N=CNC1